2,2-bis(p-aminophenyl)Hexafluoropropane NC1=CC=C(C=C1)C(C(F)(F)F)(C(F)(F)F)C1=CC=C(C=C1)N